lithio 2-(2,4-difluorophenyl)-2-[3-(trifluoromethoxy)azetidin-1-yl]acetate FC1=C(C=CC(=C1)F)C(C(=O)O[Li])N1CC(C1)OC(F)(F)F